[(1S)-3-[2-[5-[5-[tert-butyl(dimethyl)silyl]oxy-1-tetrahydropyran-2-yl-indazol-3-yl]thiazol-2-yl]ethoxycarbonylamino]-1-methyl-propyl]methanesulfonate [Si](C)(C)(C(C)(C)C)OC=1C=C2C(=NN(C2=CC1)C1OCCCC1)C1=CN=C(S1)CCOC(=O)NCC[C@H](C)CS(=O)(=O)[O-]